(S)-2-bromo-7-(hydroxymethyl)-8-((2-(trimethylsilyl)ethoxy)methyl)-4,5,7,8-tetrahydro-3-oxa-1-thia-5a,8-diazabenzo[cd]azulen-9(6H)-one BrC=1SC=2C(N([C@@H](CN3C2C1OCC3)CO)COCC[Si](C)(C)C)=O